tert-butyl (4-(2-(dimethylamino)thiazol-4-yl)benzyl)(propyl)carbamate CN(C=1SC=C(N1)C1=CC=C(CN(C(OC(C)(C)C)=O)CCC)C=C1)C